S-(4-bromobutyl)thioacetate BrCCCCS=C(C)[O-]